4-(3-methoxy-3-oxo-propyl)sulfonyl-1-methyl-pyrazole-3-carboxylic acid methyl ester COC(=O)C1=NN(C=C1S(=O)(=O)CCC(=O)OC)C